6-((5-Chloro-3-(2,2,2-trifluoroethoxy)pyridin-2-yl)oxy)-7-ethylimidazo[1,2-a]pyridine-2-carboxylic acid ClC=1C=C(C(=NC1)OC=1C(=CC=2N(C1)C=C(N2)C(=O)O)CC)OCC(F)(F)F